C(C1=CC=CC=C1)OC(=O)N[C@H](C(=O)O)CC1=C(C2=CC=CC=C2C=C1)OC (2S)-2-{[(benzyloxy)carbonyl]amino}-3-(1-methoxy-2-naphthyl)propanoic acid